22-(oxetan-3-yl)behenic acid O1CC(C1)CCCCCCCCCCCCCCCCCCCCCC(=O)O